O[C@H](C)C1=CC2=C(N=C(N=C2)NC2=CC=C(C=N2)N2C(CNCC2)=O)C(=N1)C1=CC=CC=C1 1-[6-[[6-[(1R)-1-hydroxyethyl]-8-phenylpyrido[3,4-d]pyrimidin-2-yl]amino]pyridin-3-yl]piperazin-2-one